OCCC#CC=1C=CC2=C(N(C(C(CC2)NC(C(=O)NCCC2=CC=CC=C2)=O)=O)C)C1 N1-(8-(4-hydroxybut-1-yn-1-yl)-1-methyl-2-oxo-2,3,4,5-tetrahydro-1H-benzo[b]azepin-3-yl)-N2-phenethyloxalamide